C1=C(C=CC2=CC=CC=C12)B(O)O 2-naphthyl-boronic acid